(E)-N'-((5-fluoro-2-methoxypyridin-4-yl)methylene)-6-(6-(trifluoromethoxy)pyridin-3-yl)pyrazine-2-carbohydrazide FC=1C(=CC(=NC1)OC)\C=N\NC(=O)C1=NC(=CN=C1)C=1C=NC(=CC1)OC(F)(F)F